N-[4-[6-[4-(4-fluoro-3-methoxy-phenyl)-1,2,4-triazol-3-yl]-8-methyl-imidazo[1,2-a]pyridin-3-yl]phenyl]acetamide FC1=C(C=C(C=C1)N1C(=NN=C1)C=1C=C(C=2N(C1)C(=CN2)C2=CC=C(C=C2)NC(C)=O)C)OC